ClC=1C=2C(N=C3N(C2C=CC1)C1=CC(=CC=C1C31CC(C1)(F)F)C1CCNCC1)=O 4'-chloro-3,3-difluoro-10'-(piperidin-4-yl)-5'H-spiro[cyclobutane-1,7'-indolo[1,2-a]quinazolin]-5'-one